C(C=C)(=O)OCC(C)(COC(C=C)=O)C neopentyl glycol di-acrylate